ClC(C[SiH2]CCCCCCOC(C)(C)C)Cl Dichloroethyl(6-(tert-butoxy)hexyl)Silane